2-(2,6-dimethyl-4-((3-methyl-5-oxo-4-(4-(trifluoromethyl)phenyl)-4,5-dihydro-1H-1,2,4-triazol-1-yl)methyl)phenoxy)-2-methylpropanoic acid CC1=C(OC(C(=O)O)(C)C)C(=CC(=C1)CN1N=C(N(C1=O)C1=CC=C(C=C1)C(F)(F)F)C)C